(S)-2-(4-(7-(7-chloro-3-hydroxynaphthalen-1-yl)-8-fluoro-2-((tetrahydro-1H-pyrrolizine-7a(5H)-yl)methoxy)quinazolin-4-yl)-1-(2-fluoroacryloyl)piperazin-2-yl)acetonitrile ClC1=CC=C2C=C(C=C(C2=C1)C1=CC=C2C(=NC(=NC2=C1F)OCC12CCCN2CCC1)N1C[C@@H](N(CC1)C(C(=C)F)=O)CC#N)O